C[C@@H]1CN(C[C@@H]2N1CCNC2)C2=C1C=CC=NC1=C(C=C2)C#N 5-[cis-4-methyl-1,3,4,6,7,8,9,9a-octahydropyrazino[1,2-a]pyrazin-2-yl]quinoline-8-carbonitrile